O1NOC2=C1C=CC(=C2)CCC(=O)NCC2=CC(=NO2)C2=NC=CC=C2F 3-(benzo[d][1,3]dioxazol-5-yl)-N-((3-(3-fluoropyridin-2-yl)isoxazol-5-yl)methyl)propanamide